C(C)(C)N=C=NC(C)C N,N'-diisopropylcarbodiimide